ClC(C=O)(Cl)Cl 2,2,2-trichloroethan-1-one